benzyl (S)-4-hydroxydodecanoate O[C@H](CCC(=O)OCC1=CC=CC=C1)CCCCCCCC